C(C1=CC=CC=C1)O[C@H](COCCOCC(F)N1N=CC(=C1)Br)C 1-[2-[2-[(2S)-2-benzyloxypropoxy]ethoxy]-1-fluoro-ethyl]-4-bromo-pyrazole